ClC1=CC=C(C(=N1)N1N=C(C=C1C)C#N)C(=O)OC methyl 6-chloro-2-(3-cyano-5-methyl-pyrazol-1-yl)pyridine-3-carboxylate